ClC1=C(C(NC=C1)=O)C1=NC=CC=N1 Chloropyrimidinyl-Pyridone